8-(1-methyl-1H-pyrazol-5-yl)-7,8-dihydro-6H-thiazolo[5',4':4,5]benzo[1,2-b][1,4]oxazin-2-amine CN1N=CC=C1N1C2=C(OCC1)C=C1C(=C2)SC(=N1)N